C1(CCCCCCCCCCN1)=O undecyllactam